CC1(CC(CO1)OC1=NN(C=C1NC=O)C([2H])([2H])[2H])C N-(3-((5,5-dimethyltetrahydrofuran-3-yl)oxy)-1-(methyl-d3)-1H-pyrazol-4-yl)carboxamide